(1S,3S)-3-(4-bromo-2-fluorophenoxy)cyclohexane-1-carboxylic acid methyl ester COC(=O)[C@@H]1C[C@H](CCC1)OC1=C(C=C(C=C1)Br)F